C(C(O)CO)C1=C(C=C(C=C1O)O)C=CC1=CC=C(O)C=C1 glycerylresveratrol